COCN1C=CC=2CNC=CC21 1-(methoxymethyl)-1H,4H,5H-pyrrolo[3,2-c]pyridin